C(C)C1=C(C2=CC=CC=C2C(=C1)OC(=O)OCCCCCCC)OC(=O)OCCCCCCC 2-ethyl-1,4-bis(n-heptyloxycarbonyloxy)naphthalene